CS(=O)(=O)N1CC(C1)N1N=NC(=C1)CC=1N(C2=C(C=NC=3C=CC(=CC23)C#N)N1)[C@H]1C[C@H](OCC1)C 2-{[1-(1-Methanesulfonylazetidin-3-yl)-1H-1,2,3-triazol-4-yl]methyl}-1-[(2R,4R)-2-methyloxane-4-yl]-1H-imidazo[4,5-c]quinoline-8-carbonitrile